NC1=CC=CC(=N1)S(=O)(=O)NC(=O)C=1C(=NC(=CC1)C1=CC(=CC(=C1)OCC(C)C)F)N1C(C[C@@H](C1)CC)(C)C N-[(6-Amino-2-pyridyl)sulfonyl]-2-[(4S)-4-ethyl-2,2-dimethyl-pyrrolidin-1-yl]-6-(3-fluoro-5-isobutoxyphenyl)pyridin-3-carboxamid